CC(CCCCCC)CCCCCCCCCCCCOC1=CC=C(C=C1)OCCCCCCCCCCCCC(C)CCCCCC 1,4-di((2-octyl)dodecyloxy)benzene